1-[7-[1-[[4-(2-aminoethoxy)cyclohexyl]methyl]-4-piperidyl]-4-isoquinolyl]hexahydropyrimidine-2,4-dione NCCOC1CCC(CC1)CN1CCC(CC1)C1=CC=C2C(=CN=CC2=C1)N1C(NC(CC1)=O)=O